C(C)C(COC(CCCCC(CN(CCCCC(=O)OCCN1CCN(CC1)CCSSCCCN(CC(CCCCC(=O)OCCCC)O)CC(CCCCC(=O)OCCCC)O)CC(CCCCC(OCC(CC)CC)=O)O)O)=O)CC Dibutyl 7,7'-((3-((2-(4-(2-((5-(bis(7-(2-ethylbutoxy)-2-hydroxy-7-oxoheptyl)amino)-pentanoyl)oxy)ethyl)piperazin-1-yl)ethyl)disulfaneyl)propyl)azanediyl)bis(6-hydroxyheptanoate)